(S*)-N5-Ethyl-N7-methyl-3-phenyl-2,3-dihydrobenzofuran-5,7-dicarboxamid C(C)NC(=O)C=1C=C(C2=C([C@@H](CO2)C2=CC=CC=C2)C1)C(=O)NC |o1:10|